C12CN(CC(CC1)N2)C=2C1=C(N=C(N2)OCC2(C(C2)(F)F)CN(C)C)CN(CC1)C1=CC(=CC2=CC=CC(=C12)Br)O 4-(4-(3,8-diazabicyclo[3.2.1]octan-3-yl)-2-((1-((dimethylamino)methyl)-2,2-difluorocyclopropyl)methoxy)-5,8-dihydropyrido[3,4-d]pyrimidin-7(6H)-yl)-5-bromonaphthalen-2-ol